N-[4-methyl-3-(2-pyridyl)phenyl]-3,6-diazabicyclo[3.1.1]heptane-6-carboxamide CC1=C(C=C(C=C1)NC(=O)N1C2CNCC1C2)C2=NC=CC=C2